2-((1-(2-(isoindolin-2-yl)-3,7-dimethyl-4-oxo-4H-pyrido[1,2-a]pyrimidin-9-yl)ethyl)amino)benzoic acid trifluoroacetate FC(C(=O)O)(F)F.C1N(CC2=CC=CC=C12)C=1N=C2N(C(C1C)=O)C=C(C=C2C(C)NC2=C(C(=O)O)C=CC=C2)C